NC=1C=2N(C(=C(N1)C1=C(C#N)C=CC=C1)C1=NC=NC=C1)N=C(C2)CC2=NC=CC=C2 (4-amino-2-(pyridin-2-ylmethyl)-7-(pyrimidin-4-yl)pyrazolo[1,5-a]pyrazin-6-yl)benzonitrile